C1(=CC=C(C=C1)[C@H](CC(=O)O)NC(=O)NC1C(N(C=C(C1=O)C)C)=O)C1=CC=CC=C1 (S)-3-(biphenyl-4-yl)-3-(3-(1,5-dimethyl-4-oxo-2-oxo-1,2-dihydropyridin-3-yl)ureido)propionic acid